C(C)(C)C1=C(N=C(N1)CC1=CC=C(C=C1)C(C1=CC=CC=C1)=O)C=C1C(NCC(N1)=O)=O (5-isopropyl-1-(4-benzoylbenzyl-imidazol-4-yl)methylene)piperazine-2,5-dione